(R)-2-(3-((6-(4-hydroxybenzo[b]thiophen-5-yl)-4,5-dimethylpyridazin-3-yl)amino)piperidin-1-yl)-1-(4-hydroxypiperidin-1-yl)ethan-1-one OC1=C(C=CC=2SC=CC21)C2=C(C(=C(N=N2)N[C@H]2CN(CCC2)CC(=O)N2CCC(CC2)O)C)C